C(C=C)(=O)OCC(CCCCCCC)CCCCCCC 2-heptylnonyl acrylate